1-(3,5-difluorobenzyl)-5,5-difluoro-3-(trifluoromethyl)-1,4,5,6-tetrahydrocyclopenta[b]pyrrole FC=1C=C(CN2C3=C(C(=C2)C(F)(F)F)CC(C3)(F)F)C=C(C1)F